4-amino-N'-(cyclopropanecarbonyl)-N-((2,2-difluorobenzo[d][1,3]dioxol-4-yl)methyl)-N',1-dimethyl-1H-pyrazolo[4,3-c]quinoline-8-carbohydrazide NC1=NC=2C=CC(=CC2C2=C1C=NN2C)C(=O)N(N(C)C(=O)C2CC2)CC2=CC=CC=1OC(OC12)(F)F